4-[6-(1-methyl-1H-pyrazol-4-yl)pyrazolo[1,5-a]pyridin-3-yl]piperazine-1-carboxamide CN1N=CC(=C1)C=1C=CC=2N(C1)N=CC2N2CCN(CC2)C(=O)N